4-(4-hydroxybutyl)-1,3,2-dioxaborolan OCCCCC1OBOC1